1-[1-(6-Chloropyridazin-3-yl)ethyl]pyrrolidin-2-one ClC1=CC=C(N=N1)C(C)N1C(CCC1)=O